[13C](C(=O)C)(=O)O pyruvic acid-1-13C